4-fluoro-5-(hydroxymethyl)-3-piperidinol FC1C(CNCC1CO)O